C12COCC(N1CCN1C(C(=C(C3=CC=CN=C13)O)C(=O)NC1CCC(CC1)F)=O)C2 1-(2-(3-oxa-6-azabicyclo[3.1.1]heptan-6-yl)ethyl)-N-((1s,4s)-4-fluorocyclohexyl)-4-hydroxy-2-oxo-1,2-dihydro-1,8-naphthyridine-3-carboxamide